N1=CC=C(C=C1)NC1=NC2=NC=CN=C2C=N1 [(4-pyridyl)amino]pteridine